N-Methyl-7-(pyridazin-4-yl)-N-(2,2,6,6-tetramethylpiperidin-4-yl)-5H-isochromeno[3,4-d]thiazol-2-amine CN(C=1SC2=C(N1)OCC=1C=C(C=CC12)C1=CN=NC=C1)C1CC(NC(C1)(C)C)(C)C